[O-2].[Mn+2].[Cr+3].[Cu+2] copper-chromium-manganese oxide